FC(OC=1C=C(C=NC1)NC(=O)C1=CSC=2CN(CCC21)C(=O)C2=CN=C1N2C=CC=C1)F N-(5-(Difluoromethoxy)pyridin-3-yl)-6-(imidazo[1,2-a]pyridin-3-carbonyl)-4,5,6,7-tetrahydrothieno[2,3-c]pyridin-3-carboxamid